OC(CC1=NSC(=N1)NC(=O)C=1OC(=C(C1)C1=CC(=CC=C1)C(F)(F)F)C)C N-(3-(2-hydroxypropyl)-1,2,4-thiadiazol-5-yl)-5-methyl-4-(3-(trifluoromethyl)phenyl)furan-2-carboxamide